N-{[4-(Bromoacetyl)bicyclo[2.2.2]octan-1-yl]methyl}-2,3,5-trifluoro-4-[(4-methoxyphenyl)methoxy]benzamide BrCC(=O)C12CCC(CC1)(CC2)CNC(C2=C(C(=C(C(=C2)F)OCC2=CC=C(C=C2)OC)F)F)=O